3-(3-Methyl-2-oxo-4-(4-(piperidin-4-yloxy)but-1-yn-1-yl)-2,3-dihydro-1H-benzo[d]imidazol-1-yl)piperidine-2,6-dione CN1C(N(C2=C1C(=CC=C2)C#CCCOC2CCNCC2)C2C(NC(CC2)=O)=O)=O